C(#N)C=1C=C(C=CC1)C=1N=C(SC1C1=CC(=NC(=C1)C)C)NC(=O)N1CCN(CC1)CCO N-[4-(3-Cyanophenyl)-5-(2,6-dimethyl-4-pyridyl)thiazol-2-yl]-4-(2-hydroxyethyl)piperazin-1-carboxamid